3-chloro-5-(dibenzo[b,d]furan-2-yl)benzenethiol ClC=1C=C(C=C(C1)C1=CC2=C(OC3=C2C=CC=C3)C=C1)S